(4-{6-amino-5-[1-(3-fluoro-2-trifluoromethyl-phenyl)-ethoxy]-pyridin-3-yl}-phenyl)-((S)-2-pyrrolidin-1-ylmethyl-pyrrolidin-1-yl)-methanone NC1=C(C=C(C=N1)C1=CC=C(C=C1)C(=O)N1[C@@H](CCC1)CN1CCCC1)OC(C)C1=C(C(=CC=C1)F)C(F)(F)F